O[C@H]1C[C@H](C1)NC(OC(C)(C)C)=O tert-butyl (cis)-3-hydroxycyclobutylcarbamate